C(C)(C)(C)OC(=O)N1C[C@H](OC[C@H]1C1=CC=C(C=C1)Br)C |r| rac-(2r,5r)-5-(4-bromophenyl)-2-methylmorpholine-4-carboxylic acid tert-butyl ester